(R)-(2-(3-(2-(4-(3-chlorophenyl)piperazin-1-yl)ethyl)-1-Oxo-2,8-diazaspiro[4.5]decan-8-yl)-2-oxoethyl)carbamic acid tert-butyl ester C(C)(C)(C)OC(NCC(=O)N1CCC2(C[C@@H](NC2=O)CCN2CCN(CC2)C2=CC(=CC=C2)Cl)CC1)=O